methyl 2-(4-methoxyphenyl)-3-oxo-isoindoline-1-carboxylate COC1=CC=C(C=C1)N1C(C2=CC=CC=C2C1=O)C(=O)OC